FC(CCC)F 1,1-difluorobutane